methyl (R)-2-amino-3-(2-hydroxyphenyl)propanoate N[C@@H](C(=O)OC)CC1=C(C=CC=C1)O